N-((1R)-3-cyano-3-azabicyclo[3.1.0]hexan-1-yl)-4-(4-((4-fluorophenyl)amino)pyridin-3-yl)benzamide C(#N)N1C[C@]2(CC2C1)NC(C1=CC=C(C=C1)C=1C=NC=CC1NC1=CC=C(C=C1)F)=O